CNCCS(=O)(=O)[O-].[Na+].[Na+].CNCCS(=O)(=O)[O-] disodium methyl-taurate